NC=1C=2N(C(=C(N1)C1=CC=C(C=C1)F)C=1C=CC=3N(C1)C(=CN3)C)C=C(N2)C(=O)NC23CC(C2)(C3)COC 8-amino-6-(4-fluorophenyl)-N-[3-(methoxy-methyl)bicyclo[1.1.1]pentan-1-yl]-5-{3-methylimidazo[1,2-a]pyridin-6-yl}imidazo[1,2-a]pyrazine-2-carboxamide